O1CC(=CCC1)C=1C=CC(=C(C1)S(=O)(=O)NC=1C=NC=2CCNC(C2C1)=O)OC 5-(5,6-dihydro-2H-pyran-3-yl)-2-methoxy-N-(5-oxo-5,6,7,8-tetrahydro-1,6-naphthyridin-3-yl)benzenesulfonamide